1-(4-((4-(3-((3-amino-5-(4-amino-4-methylpiperidin-1-yl)pyrazin-2-yl)thio)-2-chlorophenyl)piperazin-1-yl)methyl)pyridin-3-yl)dihydropyrimidine-2,4(1H,3H)-dione NC=1C(=NC=C(N1)N1CCC(CC1)(C)N)SC=1C(=C(C=CC1)N1CCN(CC1)CC1=C(C=NC=C1)N1C(NC(CC1)=O)=O)Cl